(1S,2R)-2-(2-oxo-4-(o-tolyl)-2H-chromen-7-yl)cyclopropane-1-carboxylic acid O=C1OC2=CC(=CC=C2C(=C1)C1=C(C=CC=C1)C)[C@H]1[C@H](C1)C(=O)O